NC1=C2C(=NC=N1)N(N=C2C2=CC=C(C=C2)OC2=CC=CC=C2)C2CCN(CC2)CCCCCCCSC2=C1C(N(C(C1=CC=C2)=O)C2C(NC(CC2)=O)=O)=O 4-((7-(4-(4-amino-3-(4-phenoxyphenyl)-1H-pyrazolo[3,4-d]pyrimidin-1-yl)piperidin-1-yl)heptyl)thio)-2-(2,6-dioxopiperidin-3-yl)isoindoline-1,3-dione